5-((1-(azetidin-1-ylsulfonyl)piperidin-4-yl)methoxy)-2-(isoindolin-2-ylmethyl)-4H-pyran-4-one N1(CCC1)S(=O)(=O)N1CCC(CC1)COC=1C(C=C(OC1)CN1CC2=CC=CC=C2C1)=O